BrC=1C=2C(C=3C(=NC(=NC3C1F)SCC)N1CCOCC(C1)(O)C)=CN(N2)C 4-(4-bromo-7-ethylsulfanyl-5-fluoro-2-methyl-pyrazolo[4,3-f]quinazolin-9-yl)-6-methyl-1,4-oxazepan-6-ol